O1-benzyl O3-ethyl 2-methyl-4-oxo-2,3-dihydropyridine-1,3-dicarboxylate CC1N(C=CC(C1C(=O)OCC)=O)C(=O)OCC1=CC=CC=C1